gallium(III) tris[(hydroxyphenyl)phenylimidazopyridinol] aluminum(III) [Al+3].OC1=C(C=CC=C1)C=1C(=NC2=C(C1)NC(=N2)O)C2=CC=CC=C2.OC2=C(C=CC=C2)C=2C(=NC1=C(C2)NC(=N1)O)C1=CC=CC=C1.OC1=C(C=CC=C1)C=1C(=NC2=C(C1)NC(=N2)O)C2=CC=CC=C2.[Ga+3]